4-((2R,3S,4R,5S)-3-(2-(difluoromethoxy)-3,4-difluorophenyl)-4,5-dimethyl-5-(trifluoromethyl)tetrahydrofuran-2-carboxamido)-N-methylpicolinamide FC(OC1=C(C=CC(=C1F)F)[C@H]1[C@@H](O[C@@]([C@@H]1C)(C(F)(F)F)C)C(=O)NC1=CC(=NC=C1)C(=O)NC)F